racemic-6-oxaspiro[4.5]decaneethylamine C1(CCCC12OCCCC2)CCN